CC1CNCCC1NC(OC(C)(C)C)=O tert-butyl (3-methylpiperidin-4-yl)carbamate